1,1,3,3-tetrachloro-1,3-disilabutane Cl[SiH](C[Si](C)(Cl)Cl)Cl